BrC=1C(=CC(=C(C1)S(=O)(=O)NC=1C(=C(C(=O)OC)C=C(C1)Cl)O)OC)F Methyl 3-((5-bromo-4-fluoro-2-methoxyphenyl)sulfonamido)-5-chloro-2-hydroxybenzoate